C1(CC1)[C@@H](C1=NC=2N(C=C1)C=C(N2)[C@@H](NC(C2=CC(=NC=C2)CC(F)(F)F)=O)C2CCC(CC2)(F)F)NC(CC(C(F)(F)F)C)=O N-((1S)-(7-((1S)-Cyclopropyl(4,4,4-trifluoro-3-methylbutanamido)methyl)imidazo[1,2-a]pyrimidin-2-yl)(4,4-difluorocyclohexyl)methyl)-2-(2,2,2-trifluoroethyl)isonicotinamide